ClC1=C2C(=NC=C1)NC(=C2)C2=CC(=C(C(=C2)F)CN2CCCCC2)F 4-chloro-2-(3,5-difluoro-4-(piperidin-1-ylmethyl)phenyl)-1H-pyrrolo[2,3-b]pyridine